ClC=1C=C(C(C(=O)OCC=C)=CC1Cl)C(=O)OCC=C diallyl 4,5-dichlorophthalate